C1NCC2C1CC(C2)N2C[C@H]1N(C=3C(=NN=C(C3)C3=C(C=CC=C3)O)NC1)CC2 2-((6aS)-8-(octahydrocyclopenta[c]pyrrol-5-yl)-6,6a,7,8,9,10-hexahydro-5H-pyrazino[1',2':4,5]pyrazino[2,3-c]pyridazin-2-yl)phenol